(Z)-2-(2-aminobenzylidene)-6-hydroxybenzofuran-3(2H)-one NC1=C(\C=C\2/OC3=C(C2=O)C=CC(=C3)O)C=CC=C1